C(#N)C=1N=C2N(C=C(C=C2)CCC(=O)[O-])C1 3-(2-cyanoimidazo[1,2-a]pyridin-6-yl)propanoate